C(C)(=O)O[C@H]1C[C@H]([C@@]2(CC[C@H]3C(C[C@@H](C[C@@H]3[C@H]2C1=O)C1=CC=C(C=C1)C)=O)C)C(=O)OC methyl (1R,3S,4aR,4bS,6R,8aR,10aR)-3-acetoxy-10a-methyl-4,8-dioxo-6-(p-tolyl)tetradecahydrophenanthrene-1-carboxylate